2-chloro-5-isopropylpyrimidine ClC1=NC=C(C=N1)C(C)C